ClC=1C=CC(=C(C1)C1=CC(=NC=C1C(=O)NC=1SC=2C(=NC=C(N2)C=2N=CN(C(C2)=O)C2CC2)N1)C)OC 4-(5-chloro-2-methoxyphenyl)-N-(6-(1-cyclopropyl-6-oxo-1,6-dihydropyrimidin-4-yl)thiazolo[4,5-b]pyrazin-2-yl)-6-methylnicotinamide